5-amino-3-(8-fluoro-2-phenylquinolin-7-yl)-1H-pyrazole-4-carbonitrile NC1=C(C(=NN1)C1=CC=C2C=CC(=NC2=C1F)C1=CC=CC=C1)C#N